6-[8-(1,3-benzothiazol-2-ylcarbamoyl)-3,4-dihydroisoquinolin-2(1H)-yl]-3-{5-cyano-2-methyl-1-[2-(tricyclo[3.3.1.13,7]dec-1-yl)ethyl]-1H-pyrrol-3-yl}pyridine-2-carboxylic acid S1C(=NC2=C1C=CC=C2)NC(=O)C=2C=CC=C1CCN(CC21)C2=CC=C(C(=N2)C(=O)O)C2=C(N(C(=C2)C#N)CCC21CC3CC(CC(C2)C3)C1)C